CC(C1=CC=CC=C1)(NC(C(=O)O)=O)C 2-(dimethylbenzylamino)-2-oxoacetic acid